C1(CCC(=O)ON2CCN(O1)OC(CCC(=O)O2)=O)=O.[Na].[Na].[Na] trisodium ethylendiamine disuccinate